C(C)(C)N1CCC(CC1)COC1=NC=C(C#N)C=C1 6-((1-isopropylpiperidin-4-yl)methoxy)nicotinonitrile